8-(3-(4H-Naphtho[1,2,3,4-def]carbazol-4-yl)triphenylen-2-yl)-2,4-diphenylbenzofuro[3,2-d]pyrimidine C1=CC=C2N(C=3C=CC=C4C3C2=C1C1=CC=CC=C14)C=1C(=CC=4C2=CC=CC=C2C2=CC=CC=C2C4C1)C=1C=CC4=C(C1)C=1N=C(N=C(C1O4)C4=CC=CC=C4)C4=CC=CC=C4